O1N=C(C=C1)C=1C=CC(=NC1)C(C(=O)N)C (5-(isoxazol-3-yl)pyridin-2-yl)propanamide